BrC1=NN(C=C1)CC 3-bromo-1-ethylpyrazole